tert-butyl 4-((1S)-1-(4-(3-(2,6-dioxopiperidin-3-yl)-1-methyl-1H-indazol-6-yl)piperidin-1-yl)ethyl)piperidine-1-carboxylate O=C1NC(CCC1C1=NN(C2=CC(=CC=C12)C1CCN(CC1)[C@@H](C)C1CCN(CC1)C(=O)OC(C)(C)C)C)=O